methyl (1E,3Z)-3-hydroxyimino-1-cyclohexenoate O\N=C\1/C=C(CCC1)C(=O)OC